CC1=CC(=CC=2C(C=3N=C(N=CC3C12)C(F)(F)F)=O)[N+](=O)[O-] 5-methyl-7-nitro-2-(trifluoromethyl)-9H-indeno[2,1-d]pyrimidin-9-one